(1R,3S)-3-[3-({[1-(propan-2-yl)-1H-pyrazol-4-yl]-acetyl}amino)-1H-pyrazol-5-yl]cyclopentyl (2S)-butan-2-ylcarbamate C[C@@H](CC)NC(O[C@H]1C[C@H](CC1)C1=CC(=NN1)NC(CC=1C=NN(C1)C(C)C)=O)=O